ClC=1C=C2C=C(NC2=CC1OCC1=CC(=NO1)C)CNC(=O)C1N(CCOC1)C N-((5-chloro-6-((3-methylisoxazol-5-yl)methoxy)-1H-indol-2-yl)methyl)-4-methylmorpholine-3-carboxamide